1-(1-Methyl-1H-imidazol-2-yl)ethan-1-on CN1C(=NC=C1)C(C)=O